C(C)N(C1(CC=C(C(=O)C2=CC=CC=C2)C=C1)N(CC)CC)CC 4,4-Bis(diethylamino)benzophenon